(S)-2-(5-((4-azaspiro[2.5]octan-7-yl)oxy)pyrazin-2-yl)-5-(1H-imidazol-1-yl)phenol C1CC12NCC[C@@H](C2)OC=2N=CC(=NC2)C2=C(C=C(C=C2)N2C=NC=C2)O